(3r,4r)-1-(1-(3-chlorobenzyl)-5,6-difluoro-1H-benzoimidazol-2-yl)-4-fluoro-3-piperidinamine ClC=1C=C(CN2C(=NC3=C2C=C(C(=C3)F)F)N3C[C@H]([C@@H](CC3)F)N)C=CC1